NC=1C=NN(C1C(=O)OCC)C1=CC=C(C=C1)CNC(C1=C(C=CC(=C1)F)OC)=O ethyl 4-amino-1-(4-((5-fluoro-2-methoxybenzamido)methyl)phenyl)-1H-pyrazole-5-carboxylate